FC(C=1C=C(C=CC1)C=1C(=C2N(N1)CCC2)C2=CC1=C(N=CS1)C=C2)(F)F 6-(2-(3-Trifluoromethylphenyl)-5,6-dihydro-4H-pyrrolo[1,2-b]pyrazol-3-yl)benzo[d]thiazole